FC(C1=NC2=CC=C(C(=C2NC1=O)F)CN1CCN(CC1)C=1C=CC(=NC1F)C(=O)N(C=1C=NN(C1)C)C)F 5-(4-((2-(difluoromethyl)-5-fluoro-3-oxo-3,4-dihydroquinoxalin-6-yl)methyl)piperazin-1-yl)-6-fluoro-N-methyl-N-(1-methyl-1H-pyrazol-4-yl)picolinamide